N-{[(3R,5aS,6R,8aS,9R,10S,12R,12aR)-3,6,9-trimethyldecahydro-12H-3,12-epoxypyrano[4,3-j][1,2]benzodioxepin-10-yl]methyl}benzenesulfonamide C[C@@]12OO[C@]34[C@@H](CC1)[C@@H](CC[C@H]3[C@H]([C@H](O[C@@H]4O2)CNS(=O)(=O)C2=CC=CC=C2)C)C